NC1=NC=CC=C1C1=NC=2C(=NC(=CC2)C2=CC=CC=C2)N1C1=CC=C(C=C1)NC(=O)C=1C=C(C=CC1)CCC(=O)OCC ethyl 3-(3-((4-(2-(2-aminopyridin-3-yl)-5-phenyl-3H-imidazo[4,5-b]pyridin-3-yl)phenyl)carbamoyl)phenyl)propanoate